6-(4-chlorobenzyl)-8-[3-(methoxymethyl)azetidin-1-yl]-3-(2-methylpropyl)pyrido[2,3-d][1,2,4]triazolo[4,3-b]pyridazine ClC1=CC=C(CC=2C3=C(C=4N(N2)C(=NN4)CC(C)C)N=CC(=C3)N3CC(C3)COC)C=C1